N-methyl-3-(quinoxalin-6-yl)-4-[4-(trifluoromethyl)phenoxy]benzene-1-sulfonamide CNS(=O)(=O)C1=CC(=C(C=C1)OC1=CC=C(C=C1)C(F)(F)F)C=1C=C2N=CC=NC2=CC1